S1C=NC(=C1)\C=C\1/OC2=C(C1)C=CC(=C2)O (Z)-2-(thiazole-4-ylmethylene)-6-hydroxybenzofuran